C(C)(C)(C)OOC(C)(C)C1=CC=CC=C1 t-Butyl-α-cumylperoxid